2-Cyclohexylaminoethanesulfonic acid sodium salt [Na+].C1(CCCCC1)NCCS(=O)(=O)[O-]